ClC1=NC(=C2N=CN(C2=N1)[C@H]1[C@@H]([C@@H]([C@H](O1)COCP(O)(=O)OCOC(=O)OC)O)O)N[C@@H]1COCC1 ({[(2R,3S,4R,5R)-5-(2-chloro-6-{[(3S)-oxolan-3-yl]amino}-9H-purin-9-yl)-3,4-dihydroxyoxolan-2-yl]methoxy}methyl)({[(methoxycarbonyl)oxy]methoxy})phosphinic acid